BrC1=CC(=NC=C1)[C@@H](C(F)(F)F)NC(OC(C)(C)C)=O (S)-tert-butyl (1-(4-bromopyridin-2-yl)-2,2,2-trifluoroethyl)carbamate